COC=1C=CC(=C2C=CC=[N+](C12)[O-])C(=O)OC 8-methoxy-5-(methoxycarbonyl)quinoline 1-oxide